1-(5-(5-amino-2-chloro-4-fluoro-3-methylbenzamido)-2-fluoro-4-((3S,5R)-3,4,5-trimethylpiperazin-1-yl)phenyl)-N-(cyclohexylmethyl)-1H-1,2,3-triazole-4-carboxamide NC=1C(=C(C(=C(C(=O)NC=2C(=CC(=C(C2)N2N=NC(=C2)C(=O)NCC2CCCCC2)F)N2C[C@@H](N([C@@H](C2)C)C)C)C1)Cl)C)F